methyl 3-[[(3S)-4,4-dimethyltetrahydrofuran-3-yl]amino]-4-nitro-benzoate CC1([C@@H](COC1)NC=1C=C(C(=O)OC)C=CC1[N+](=O)[O-])C